[C@H]1([C@H](O)[C@@H](O)[C@H](O)[C@H](O1)CO)OC(CO)CO 2-O-(alpha-D-glucopyranosyl)-glycerol